6-(1-(1-acryloylpyrrolidin-3-yl)-5-aminoimidazo[1,5-c]pyrimidin-3-yl)-N-(pyridin-2-yl)nicotinamide C(C=C)(=O)N1CC(CC1)C=1N=C(N2C(=NC=CC21)N)C2=NC=C(C(=O)NC1=NC=CC=C1)C=C2